[1,3,2]dioxaphosphepine O1POC=CC=C1